tert-butyl (2R)-3-sulfanyl-2-(3-[[(4R)-2,2,5,5-tetramethyl-1,3-dioxan-4-yl]formamido]-propanamido)propanoate SC[C@@H](C(=O)OC(C)(C)C)NC(CCNC(=O)[C@@H]1OC(OCC1(C)C)(C)C)=O